FC(O[C@H]1C[C@H](C1)C1=NN=C(O1)[C@@H]1OC[C@H](CO1)N1C(C2=CC=CC=C2C1=O)=O)(F)F 2-[trans-2-{5-[cis-3-(trifluoromethoxy)cyclobutyl]-1,3,4-oxadiazol-2-yl}-1,3-dioxan-5-yl]-2,3-dihydro-1H-isoindole-1,3-dione